(1R,5S,6r)-N-(bicyclo[1.1.1]pentan-1-yl)-3-tosyl-3-azabicyclo[3.1.0]hexane-6-carboxamide C12(CC(C1)C2)NC(=O)C2[C@H]1CN(C[C@@H]21)S(=O)(=O)C2=CC=C(C)C=C2